tert-butyl-2-({4-[(3-hydroxy-3-methylazetidin-1-yl)methyl]phenyl}amino)-5H,6H,7H,8H-pyrido[3,4-d]pyrimidine-7-carboxylate C(C)(C)(C)OC(=O)N1CC=2N=C(N=CC2CC1)NC1=CC=C(C=C1)CN1CC(C1)(C)O